O[C@@H]1C[C@H](N(C1)C([C@H](C(C)(C)C)NC(=O)CCCCCC(=O)OC)=O)C(N[C@@H](C)C1=CC=C(C=C1)C1=C(N=CS1)C)=O methyl 6-{[(2S)-1-[(2S,4R)-4-hydroxy-2-{[(1S)-1-[4-(4-methyl-1,3-thiazol-5-yl)phenyl]ethyl]carbamoyl}pyrrolidin-1-yl]-3,3-dimethyl-1-oxobutan-2-yl]carbamoyl}hexanoate